CC1=NC(=NC=C1)[C@@H]1[C@H](C1)C=1N=C2C=C(C=NC2=CC1)N |r| rac-6-((1S*,2S*)-2-(4-methylpyrimidin-2-yl)cyclopropyl)-1,5-naphthyridin-3-amine